2-(4-(3-(aminomethyl)-1-(4-(trifluoromethoxy)phenyl)-1H-pyrazolo[3,4-b]pyridin-4-yl)-1H-pyrazol-1-yl)ethanol NCC1=NN(C2=NC=CC(=C21)C=2C=NN(C2)CCO)C2=CC=C(C=C2)OC(F)(F)F